trimethyl-(hydroxyethyl)ammonium chloride [Cl-].C[N+](CCO)(C)C